C(C)(C)(C)[S@](=O)N1[C@@H]([C@@H]1C)C(=O)OCC ethyl (2S,3S)-1-((S)-tert-butylsulfinyl)-3-methylaziridine-2-carboxylate